3-(3-amino-2-fluorobenzyl)-7-(pyridazin-3-yloxy)spiro[benzo[e][1,3]oxazine-4,1'-cyclopropan]-2(3H)-one NC=1C(=C(CN2C(OC3=C(C=CC(=C3)OC=3N=NC=CC3)C23CC3)=O)C=CC1)F